C(C)N(C1=CC(=C(C(=O)C2=C(C(=O)N3CCN(CC3)C(=O)C3=C(C=CC=C3)C(=O)C3=C(C=C(C=C3)N(CC)CC)O)C=CC=C2)C=C1)O)CC (2-{4-[2-(4-Diethylamino-2-hydroxy-benzoyl)-benzoyl]-piperazine-1-carbonyl}-phenyl)-(4-diethylamino-2-hydroxy-phenyl)-methanone